(S)-2-((tert-butoxycarbonyl)amino)-3-(3-(3-(3-hydroxy-2,2-dimethylpropyl)-2-iodo-1H-indol-5-yl)phenyl)propanoic acid C(C)(C)(C)OC(=O)N[C@H](C(=O)O)CC1=CC(=CC=C1)C=1C=C2C(=C(NC2=CC1)I)CC(CO)(C)C